[Cu].[Al].[V] vanadium-aluminum-copper